FC(OC1=CC(=NN1)NC1=NC(=CN=C1)O[C@H]1[C@@H](CNCCC1)C)F N-(5-(difluoromethoxy)-1H-pyrazol-3-yl)-6-(((3R,4R)-3-methylazepan-4-yl)oxy)pyrazin-2-amine